COC1=CC=C(C=C1)CNCCC1CCC(CC1)O 4-[2-[(4-methoxyphenyl)methylamino]ethyl]cyclohexanol